C(O)C(CC(=O)O)CO 3,3-dimethylolpropionic acid